[N+](=O)([O-])C=1C=C(C=CC1)[C@@H]1[C@@H](C1)C(=O)OCC cis-ethyl 2-(3-nitrophenyl)cyclopropanecarboxylate